N1C[C@H](CCC1)NC1=NC=C(C(=N1)C1=CNC2=CC(=CC=C12)C=1C=C(NC1)C#N)C(F)(F)F 4-[3-[2-[[(3S)-3-piperidyl]amino]-5-(trifluoromethyl)pyrimidin-4-yl]-1H-indol-6-yl]-1H-pyrrole-2-carbonitrile